2-(3-Fluorophenyl)-5-oxo-5,6-dihydro[1,2,4]triazolo[1,5-c]quinazoline-10-carbonitrile FC=1C=C(C=CC1)C1=NN2C(NC=3C=CC=C(C3C2=N1)C#N)=O